3-(prop-1-en-2-yl)-1H-pyrazolo[4,3-d]Pyrimidine-5,7-diamine C=C(C)C1=NNC2=C1N=C(N=C2N)N